FC1=C(C=C(C=C1C)N1N=C2C([C@@H](N(CC2)C(=O)OC(C)(C)C)C)=C1N1C(N(C=C1)C=1C=C2C=NN(C2=CC1F)C)=O)C tert-Butyl (4S)-2-(4-fluoro-3,5-dimethylphenyl)-3-[3-(6-fluoro-1-methylindazol-5-yl)-2-oxoimidazol-1-yl]-4-methyl-6,7-dihydro-4H-pyrazolo[4,3-c]pyridine-5-carboxylate